2-[3-bromo-6-(trifluoromethyl)-2-pyridinyl]-2-cyano-acetic acid methyl ester COC(C(C#N)C1=NC(=CC=C1Br)C(F)(F)F)=O